FC1=C(C=C2C=CN(C(C2=C1)=O)CCC[C@H](CO)NC=1C=NNC(C1C(F)(F)F)=O)C1=NC=C(C=N1)C(F)(F)F 7-fluoro-2-[(4R)-5-hydroxy-4-[[6-oxo-5-(trifluoromethyl)-1H-pyridazin-4-yl]amino]pentyl]-6-[5-(trifluoromethyl)pyrimidin-2-yl]isoquinolin-1-one